N12C[C@@H](C(CC1)CC2)OC2=CC=C(C=C2)C=2C=C(C=1N=CN=C(C1N2)N[C@@H]2CN(CCC2)C(=O)OC(C)(C)C)C(N)=O tert-butyl (3S)-3-[(6-{4-[(3R)-1-azabicyclo[2.2.2]octan-3-yloxy]phenyl}-8-carbamoylpyrido[3,2-d]pyrimidin-4-yl)amino]piperidine-1-carboxylate